6-borono-2-(2-(4,4-dimethylpiperidin-1-yl)ethyl)-2-(methylamino)hexanoic acid B(O)(O)CCCCC(C(=O)O)(NC)CCN1CCC(CC1)(C)C